NCC(=O)N1C(C=2N(CC1)C(=C(N2)C2=CC=C(C=C2)Br)NC2=CC=C(C=C2)F)(C)C 2-amino-1-(2-(4-bromophenyl)-3-((4-fluorophenyl)amino)-8,8-dimethyl-5,6-dihydroimidazo[1,2-a]pyrazin-7(8H)-yl)ethan-1-one